FC(C(=O)O)(F)F.C1(=CCCCC1)C1=C(C=CC(=C1)C1CCNCC1)NC(=O)C=1NC=C(N1)C#N 4-Cyano-1H-imidazole-2-carboxylic acid (2-cyclohex-1-enyl-4-piperidin-4-yl-phenyl)-amide trifluoroacetate salt